C(C)(C)C1=NOC(=N1)N1CCC(CC1)[C@@H](C)OC1=NN2C(S1)=NC(=C2)C=2C(=NC(=CC2)S(=O)(=O)C)F 2-((R)-1-(1-(3-isopropyl-1,2,4-oxadiazol-5-yl)piperidin-4-yl)ethoxy)-6-(2-fluoro-6-(methylsulfonyl)pyridin-3-yl)imidazo[2,1-b][1,3,4]thiadiazole